C(C)(C)(C)[Si](C)(C)OCCCCCI tert-butyl-((5-iodopentyl)oxy)dimethylsilane